ClC=1C=CC(=C(C1)C1=CC(N(C=C1OC)[C@H](C(=O)NC1=CC2=CN(N=C2C=C1)C)CCC)=O)N1N=NN=C1 (2S)-2-{4-[5-chloro-2-(1H-tetrazol-1-yl)phenyl]-5-methoxy-2-oxopyridin-1(2H)-yl}-N-(2-methyl-2H-indazol-5-yl)pentanamide